6-Fluoro-3,4-dihydroisoquinoline-4,4-d2 FC=1C=C2C(CN=CC2=CC1)([2H])[2H]